N=1N(N=C2C1C=CC=C2)C2=C(C(=CC(=C2)C(C)(C)C2=CC=CC=C2)CN2C(C=1C(C2=O)=CC=CC1)=O)O 2-(2H-benzotriazol-2-yl)-6-phthalimidomethyl-4-cumylphenol